methyl 2-((anti)-5-(4-hydroxyphenyl)-1-(4-(trifluoromethyl)benzyl)piperidin-3-yl)acetate OC1=CC=C(C=C1)C1CC(CN(C1)CC1=CC=C(C=C1)C(F)(F)F)CC(=O)OC